C1(=CC=CC=C1)C(=O)C1=NOC(=C1)C1=CC=C(C=C1)C phenyl-(5-(p-tolyl)isoxazol-3-yl)methanone